N1,N2,N2-tris(dodecyl)ethane-1,2-diamine C(CCCCCCCCCCC)NCCN(CCCCCCCCCCCC)CCCCCCCCCCCC